NC=1C=NC2=CC=CC=C2C1N[C@@H](C(C)(O)C)CCC (3R)-3-[(3-amino-4-quinolyl)amino]-2-methyl-hexan-2-ol